ClC=1C=C(C2=C(OC(OC2C)(C2C3CN(CC2CC3)C(NC)=O)C)C1)C(=O)O 7-chloro-2,4-dimethyl-2-(3-(methylcarbamoyl)-3-azabicyclo[3.2.1]octan-8-yl)benzo[d][1,3]dioxin-5-carboxylic acid